6-(5-(7-Ethyl-7H-imidazo[4,5-c]pyridazin-4-yl)-2-fluorophenyl)-7-methoxyquinoline C(C)N1C=NC2=C1N=NC=C2C=2C=CC(=C(C2)C=2C=C1C=CC=NC1=CC2OC)F